2-(5-{3'-fluoro-2',7-dimethyl-1H,2'H-[3,4'-biindazol]-1-yl}pyridin-2-yl)-2-azabicyclo[2.2.2]octane-5-carboxylic acid FC=1N(N=C2C=CC=C(C12)C1=NN(C2=C(C=CC=C12)C)C=1C=CC(=NC1)N1C2CC(C(C1)CC2)C(=O)O)C